ClC=1N=C(C2=C(N1)C(=C(N=C2OC)Cl)F)O 2,7-dichloro-8-fluoro-5-methoxypyrido[4,3-d]pyrimidin-4-ol